2-Chloro-6-methylpyrimidin-4-amine ClC1=NC(=CC(=N1)N)C